C(CCC)C1N(CCNC1)[SiH](C=CC)N1C(CNCC1)CCCC bis(butylpiperazinyl)(methyl)vinylsilane